tert-butyl N-[[4-[6-[2-[4-[4-(2,6-dioxo-3-piperidyl)phenyl]-1-piperidyl] ethyl]pyrrolo[2,1-f][1,2,4]triazin-4-yl]-2-methyl-phenyl]methyl]carbamate O=C1NC(CCC1C1=CC=C(C=C1)C1CCN(CC1)CCC=1C=C2C(=NC=NN2C1)C1=CC(=C(C=C1)CNC(OC(C)(C)C)=O)C)=O